ClC=1C=CC2=C(SC=C2B(O)O)C1 6-CHLOROBENZO[B]THIOPHEN-3-YLBORONIC ACID